CN1C2=C(OC[C@@H](C1=O)NC(=O)C=1N=NN3C1CC(CC3)C(F)(F)F)C=CC=C2 N-((S)-5-methyl-4-oxo-2,3,4,5-tetrahydrobenzo[b][1,4]oxazepin-3-yl)-5-(trifluoromethyl)-4,5,6,7-tetrahydro-[1,2,3]triazolo[1,5-a]pyridine-3-carboxamide